N-[5-(2-cyanopyridin-4-yl)-4-fluoro-2-[rac-(3R,5S)-3,4,5-trimethylpiperazin-1-yl]phenyl]-6-oxo-4-(trifluoromethyl)-1H-pyridine-3-carboxamide C(#N)C1=NC=CC(=C1)C=1C(=CC(=C(C1)NC(=O)C1=CNC(C=C1C(F)(F)F)=O)N1C[C@H](N([C@H](C1)C)C)C)F |r|